2-oxo-2,3-dihydro-1H-1,3-benzodiazole-4-carboxylic Acid O=C1NC2=C(N1)C=CC=C2C(=O)O